6-(3,5-dichloro-4-((3-ethyl-1-((2-(trimethylsilyl)ethoxy)methyl)-1H-indazol-5-yl)oxy)phenyl)-1,2,4-triazine-3,5(2H,4H)-dione ClC=1C=C(C=C(C1OC=1C=C2C(=NN(C2=CC1)COCC[Si](C)(C)C)CC)Cl)C=1C(NC(NN1)=O)=O